NC1=C(C2=C(S1)C(C(CC2)(C2=CC=CC=C2)CCOC=2C(=NC=NC2)NC2CC2)=O)C(=O)NC2CC2 2-Amino-N-cyclopropyl-6-(2-((4-(cyclopropylamino)pyrimidin-5-yl)oxy)ethyl)-7-oxo-6-phenyl-4,5,6,7-tetrahydrobenzo[b]thiophene-3-carboxamide